NC1=C2C(=NC=N1)N(N=C2C2=NOC(=C2C2=NC=C(C=N2)C2C(CN(CC2)C(=O)[O-])(C)C)C2CC2)C(C)(C)C 4-[2-[3-(4-amino-1-tert-butyl-pyrazolo[3,4-d]pyrimidin-3-yl)-5-cyclopropyl-isoxazol-4-yl]pyrimidin-5-yl]-3,3-dimethyl-piperidine-1-carboxylate